C(C)(C)(C)OC(=O)N([C@H](C(=O)O)C)C (S)-2-(tert-butoxycarbonyl(methyl)amino)propanoic acid